OC1(CCOCC1)CC(=O)N1CC(C1)C 2-(4-hydroxytetrahydro-2H-pyran-4-yl)-1-(3-methylazetidin-1-yl)ethan-1-one